4-methyl-2-[[4-[(phenylmethyl)amino]-6-(1-piperazinyl)-2-pyrimidinyl]amino]-5-thiazolecarboxylic acid ethyl ester C(C)OC(=O)C1=C(N=C(S1)NC1=NC(=CC(=N1)NCC1=CC=CC=C1)N1CCNCC1)C